COC(C1=CC(=C(C=C1)N1CC(C1)(F)F)OCC1CC1)=O 3-Cyclopropylmethoxy-4-(3,3-difluoro-azetidin-1-yl)-benzoic acid methyl ester